2-(3-{[4-methane-sulfonyl-2-(2,2,2-trifluoro-ethoxy)phenyl]amino}prop-1-yn-1-yl)-N-[(1S,4S)-4-{2-oxa-6-azaspiro[3.3]heptan-6-yl}cyclohexyl]-1-(2,2,2-trifluoroethyl)-1H-indol-4-amine CS(=O)(=O)C1=CC(=C(C=C1)NCC#CC=1N(C=2C=CC=C(C2C1)NC1CCC(CC1)N1CC2(COC2)C1)CC(F)(F)F)OCC(F)(F)F